CON1C=CC(C2=CN=CC=C12)=O methoxy-4-oxo-1H-1,6-naphthyridine